C1(=CC(=CC=C1)C[C@@H]1N(CCC[C@@H]1NS(=O)(=O)C)C(=O)OC1COC1)C1=CC=CC=C1 oxetan-3-yl cis-2-(biphenyl-3-ylmethyl)-3-((methylsulfonyl)amino)piperidine-1-carboxylate